N1-(4-((3-amino-5-(4-amino-4-methylpiperidin-1-yl)pyrazin-2-yl)thio)-3-chloropyridin-2-yl)-N2,N2-dimethyloxalamide NC=1C(=NC=C(N1)N1CCC(CC1)(C)N)SC1=C(C(=NC=C1)NC(C(=O)N(C)C)=O)Cl